yttrium 3,4,5-trihydroxybenzoate OC=1C=C(C(=O)[O-])C=C(C1O)O.[Y+3].OC=1C=C(C(=O)[O-])C=C(C1O)O.OC=1C=C(C(=O)[O-])C=C(C1O)O